7-Methoxyspiro[chroman-4,1'-cyclobutane] COC1=CC=C2C(=C1)OCCC21CCC1